C(CCCCCC)P(CCCCCCC)CCCCCCC tri-(1-heptyl)phosphine